O=C1NC(CCC1N1C(C2=CC=CC(=C2C1)N(C1CCC(CC1)C(=O)N)CCCCC)=O)=O (1r,4r)-4-((2-(2,6-dioxopiperidin-3-yl)-1-oxoisoindolin-4-yl)(pentyl)amino)cyclohexane-carboxamide